NC1=C(C=C(C=C1)F)O 2-amino-5-fluoro-phenol